FC=1C=C(C=CC1N1CCSCCC1)N1C(O[C@H](C1)CNC(CCC)=O)=O (S)-N-((3-(3-fluoro-4-(1,4-thiazepan-4-yl)phenyl)-2-oxooxazolidin-5-yl)methyl)butyramide